Cl.NC1=C(C=CC=C1)NC(\C=C\C1=CN(C=C1)S(=O)(=O)C1=CC=C(C=C1)C=1C=NN(C1)C)=O (E)-N-(2-amino-phenyl)-3-{1-[4-(1-methyl-1H-pyrazol-4-yl)-benzenesulfonyl]-1H-pyrrol-3-yl}-acrylamide mono-hydrochloride